FC=1C(=NC(=C(C1)F)OC1=C(C=CC=C1)OC)N1C(N(C(=CC1=O)C(F)(F)F)C)=O 3-[3,5-difluoro-6-(2-methoxyphenoxy)-2-pyridyl]-1-methyl-6-trifluoromethylpyrimidine-2,4-dione